COC[C@H]1CN(CCN1)CCNC=1C=NC2=CC=C(C=C2C1)C=1N=CNC1C1=NC(=CC=C1)C N-[2-[(3R)-3-(methoxymethyl)piperazin-1-yl]ethyl]-6-[5-(6-methyl-2-pyridyl)-1H-imidazol-4-yl]quinolin-3-amine